2-((2-(2,6-dioxopiperidin-3-yl)-1,3-dioxoisoindol-4-yl)oxy)acetic acid O=C1NC(CCC1N1C(C2=CC=CC(=C2C1=O)OCC(=O)O)=O)=O